3-(3-(4-(((Tert-butyldimethylsilyl)oxy)methyl)phenyl)-5-(5-fluoropyridin-2-yl)-3H-imidazo[4,5-b]pyridin-2-yl)pyridin-2-amine [Si](C)(C)(C(C)(C)C)OCC1=CC=C(C=C1)N1C(=NC=2C1=NC(=CC2)C2=NC=C(C=C2)F)C=2C(=NC=CC2)N